C(C)(C)(C)N(C(O)=O)CC=1NC2=CC(=C(C=C2C1)F)O.C(C(=C)C)(=O)OCCC[Si](O[Si](C)(C)C)(O[Si](C)(C)C)O[Si](C)(C)C 3-methacryloxypropyltris(trimethyl-siloxy)silane tert-butyl-((5-fluoro-6-hydroxy-1H-indol-2-yl)methyl)carbamate